(1S,2S)-N-(6-((2R,4S)-4-((tert-butyldimethylsilyl)oxy)-2-(6-cyclopropylimidazo[1,2-b]pyridazin-2-yl)pyrrolidin-1-yl)pyrimidin-4-yl)-2-(4-chloropyridin-2-yl)cyclopropane-1-carboxamide [Si](C)(C)(C(C)(C)C)O[C@H]1C[C@@H](N(C1)C1=CC(=NC=N1)NC(=O)[C@@H]1[C@H](C1)C1=NC=CC(=C1)Cl)C=1N=C2N(N=C(C=C2)C2CC2)C1